[Si](C)(C)(C(C)(C)C)OC[C@](CCCC)(C)NC=1C2=C(N=C(N1)N)C=NC(=C2)Cl (R)-N4-(1-((tert-butyldimethylsilyl)oxy)-2-methylhex-2-yl)-6-chloropyrido[3,4-d]pyrimidine-2,4-diamine